FC1=CC=C(OCC2=NN=C(O2)SCCN2CN=C3C=CC=CC3=C2)C=C1 3-(2-((5-((4-fluorophenoxy)methyl)-1,3,4-oxadiazol-2-yl)thio)ethyl)quinazolin